C1(C=CC(N1CCCCCC(=O)O)=O)=O 6-Maleimidylhexanoic acid